O1C(=NC2=C1C=CC=C2)[C@@H]2N(CC=1NC=NC12)C(=O)C1=CC=NN1C(F)(F)F (R)-(4-(benzo[d]oxazol-2-yl)-4,6-dihydropyrrolo[3,4-d]imidazol-5(1H)-yl)(1-(trifluoromethyl)-1H-pyrazol-5-yl)methanone